C(C#C)OCC1NCCC1 2-((prop-2-yn-1-yloxy)methyl)pyrrolidin